2-(4-((S)-2-(4-chloro-2-fluorophenyl)-2-methyl-[1,3]dioxolo[4,5-c]pyridin-7-yl)benzyl)-1-(((S)-oxetan-2-yl)methyl)-1H-benzo[d]imidazole-6-carboxylic acid ClC1=CC(=C(C=C1)[C@]1(OC2=C(C=NC=C2C2=CC=C(CC3=NC4=C(N3C[C@H]3OCC3)C=C(C=C4)C(=O)O)C=C2)O1)C)F